C(CCC=C)C1(CC2=CC=CC3=CC=CC1=C23)C(C#N)C#N 2-(1-(Pent-4-en-1-yl)-1,2-dihydroacenaphthylen-1-yl)malononitrile